N-methyl-3-nitro-N-[(1s,4s)-4-(methanesulfonylmethyl)cyclohexyl]aniline CN(C1=CC(=CC=C1)[N+](=O)[O-])C1CCC(CC1)CS(=O)(=O)C